CC1=C(C=C(C=C1)N)O 1-methyl-2-hydroxy-4-aminobenzene